methyl (z)-3-methoxy-2-[2-methyl-5-[4-(trifluoromethyl)triazol-2-yl]phenoxy]prop-2-enoate CO\C=C(\C(=O)OC)/OC1=C(C=CC(=C1)N1N=CC(=N1)C(F)(F)F)C